C(#N)C1=CC(=NC=C1)NC1CN(C1)C(=O)OC(C)(C)C tert-Butyl 3-[(4-cyano-2-pyridyl)amino]azetidine-1-carboxylate